C(C=C)NC(=O)C1=C(C(=CC=2N1N=CC2)Br)NC(=O)C2=CC(=NN2C2=NC=CC=C2Cl)Br N-Allyl-5-bromo-6-(3-bromo-1-(3-chloropyridin-2-yl)-1H-pyrazol-5-carboxamido)pyrazolo[1,5-a]pyridin-7-carboxamid